[Cu].[Ne] neon copper